5-3-amino-allyl-uracil NC=CCC=1C(NC(NC1)=O)=O